tert-butyl (1-(4-(2-(2-aminopyridin-3-yl)-5,6-dimethyl-3H-imidazo[4,5-b]pyridin-3-yl)benzyl)piperidin-4-yl)(methyl-d3)carbamate NC1=NC=CC=C1C1=NC=2C(=NC(=C(C2)C)C)N1C1=CC=C(CN2CCC(CC2)N(C(OC(C)(C)C)=O)C([2H])([2H])[2H])C=C1